1,1-Diphenyl-ethylene C1(=CC=CC=C1)C(=C)C1=CC=CC=C1